N-(phenylselenyl)phthalimide C1(=CC=CC=C1)[Se]N1C(C=2C(C1=O)=CC=CC2)=O